6-fluoro-2-(6-(piperidin-1-yl)pyridin-3-yl)-1H-indole FC1=CC=C2C=C(NC2=C1)C=1C=NC(=CC1)N1CCCCC1